FC=1C=CC=C2C(=C(C(N(C12)C)=O)C#N)N1CCC(CC1)OC1=CC=C(C=C1)OC(F)(F)F 8-fluoro-1-methyl-2-oxo-4-{4-[4-(trifluoromethoxy)phenoxy]piperidin-1-yl}-1,2-dihydroquinoline-3-carbonitrile